ClC1=NC(=C2C=CC=NC2=C1)NC1C2CC3(CC(CC1C3)C2)O Trans-4-[(7-chloro-1,6-naphthyridin-5-yl)amino]adamantan-1-ol